4-((5-(3,4-difluorophenyl)pyridin-3-yl)oxy)-6-(piperazin-1-ylmethyl)picolinonitrile FC=1C=C(C=CC1F)C=1C=C(C=NC1)OC1=CC(=NC(=C1)CN1CCNCC1)C#N